Butyl acetat C(C)(=O)OCCCC